tert-butyl (R)-3-((S)-3-(3-(3-aminocyclobutyl)phenyl)-1-(tert-butoxy)-1-oxopropan-2-yl)pyrrolidine-1-carboxylate NC1CC(C1)C=1C=C(C=CC1)C[C@H](C(=O)OC(C)(C)C)[C@@H]1CN(CC1)C(=O)OC(C)(C)C